FC1(CN(CC1)C1=NC=CC(=C1NC(C1=CN=C(C(=C1)F)OC)=O)C1=C(C=CC=C1)F)F N-(2-(3,3-difluoropyrrolidin-1-yl)-4-(2-fluoro-phenyl)pyridin-3-yl)-5-fluoro-6-methoxynicotinamide